OC(C#CC1=CC2=C(CCC(C=3N2C=CN3)NC(=O)C3=NC=CC(=C3)OC3=CC=CC=C3)C=C1)(C)C N-(9-(3-hydroxy-3-methylbut-1-yn-1-yl)-5,6-dihydro-4H-benzo[f]imidazo[1,2-a]azepin-4-yl)-4-phenoxypyridineamide